[1,2,4]triazolo[4,3-a]quinazolin-5-amine C1=NN=C2N1C1=CC=CC=C1C(=N2)N